C(C1=CC(O)=C(O)C(O)=C1)(=O)O[C@H]1[C@H](O)[C@@H](O)[C@H](O)[C@H](O1)CO O-galloyl-β-D-glucose